1-(bicyclo[1.1.1]pentan-1-yl)-N-((5-phenyl-1,3,4-thiadiazol-2-yl)methyl)-1H-1,2,3-triazole-4-carboxamide C12(CC(C1)C2)N2N=NC(=C2)C(=O)NCC=2SC(=NN2)C2=CC=CC=C2